5-(4-cyclohexylphenyl)-3-(3-(trifluoromethyl)azetidine-1-carbonyl)pyrazolo[1,5-a]pyrimidin-7(4H)-one C1(CCCCC1)C1=CC=C(C=C1)C=1NC=2N(C(C1)=O)N=CC2C(=O)N2CC(C2)C(F)(F)F